nickel-cobalt sulfuric acid S(O)(O)(=O)=O.[Co].[Ni]